tert-butyl (R)-9-(2-(3-((6-(2-hydroxy-4-(trifluoromethyl)phenyl)-5-methylpyridazin-3-yl)amino)piperidin-1-yl)acetyl)-3,9-diazaspiro[5.5]undecane-3-carboxylate OC1=C(C=CC(=C1)C(F)(F)F)C1=C(C=C(N=N1)N[C@H]1CN(CCC1)CC(=O)N1CCC2(CCN(CC2)C(=O)OC(C)(C)C)CC1)C